N1(CCOCC1)C1=C(OCCCCCCO)C=C(C(=C1)C=C)[N+](=O)[O-] 6-(2-morpholinyl-5-nitro-4-vinylphenoxy)hexanol